CNC1=NC=C2C#CC=3N=CC=C(CCOC=4C=CC=C(NC=5N=CC1=C2C5)N4)C3 N-methyl-8-oxa-2,14,20,24,28-pentaazapentacyclo[16.6.2.1^{3,7}.1^{11,15}.0^{22,26}]octacosa-1(25),3,5,7(28),11,13,15(27),18,20,22(26),23-undecaen-16-yn-21-amine